benzofuran-3-yl-boric acid O1C=C(C2=C1C=CC=C2)OB(O)O